NC(C(=O)OC1=C(C=CC=C1)C(NC=1SC(=CN1)Cl)=O)C(C)(C)C 2-(5-chlorothiazol-2-ylcarbamoyl)phenyl 2-amino-3,3-dimethylbutanoate